FC(C(=O)O)(F)F.BrC1=CC=CC=2C=3C(CN(C3C=CC21)C(NCC#C)=N)C 6-Bromo-1-methyl-N-(prop-2-yn-1-yl)-1,2-dihydro-3H-benzo[e]indole-3-carboximidamide 2,2,2-trifluoroacetic acid salt